2-(4-(difluoromethylene)piperidin-1-yl)-N-(7-(4,4-difluoropiperidin-1-yl)furo[2,3-c]pyridin-5-yl)-4-((2-fluoroethyl)sulfonamido)benzamide FC(=C1CCN(CC1)C1=C(C(=O)NC=2C=C3C(=C(N2)N2CCC(CC2)(F)F)OC=C3)C=CC(=C1)NS(=O)(=O)CCF)F